C(C)(C)(C)OC(=O)NC(C)C=1OC2=C(C1Cl)C=C(C=C2C(=O)OC)C methyl 2-(1-((tert-butoxycarbonyl)amino)ethyl)-3-chloro-5-methylbenzofuran-7-carboxylate